C(C)(=O)[O-].C(C)(=O)[O-].[Ni+].CC=1C=C(C=CC1C)C(C(F)(F)F)(C(F)(F)F)C1=CC(=C(C=C1)C)C.[Ni+] 2,2-Bis(3,4-dimethylphenyl)hexafluoropropane nickel(I) di-acetate